ethyl 4-(2-chlorophenyl)-3-methyl-1-phenyl-1H-pyrrole-2-carboxylate ClC1=C(C=CC=C1)C=1C(=C(N(C1)C1=CC=CC=C1)C(=O)OCC)C